FC1(CN(CC1)C(=O)C1=NC(=C(N=C1C)NCCN1CCCC1)C(C)C1=CC=C(C=C1)F)F (3,3-difluoropyrrolidin-1-yl)(6-(1-(4-fluorophenyl)ethyl)-3-methyl-5-((2-(pyrrolidin-1-yl)ethyl)amino)pyrazin-2-yl)methanone